C(C)(C)(C)C=1N=CC(=NC1)N1C(O[C@]2(C1)C[C@H](C(CC2)(F)F)CN2C=NC1=C2C=C(C=C1)C#N)=O (((5S,7S)-3-(5-(tert-butyl)pyrazin-2-yl)-8,8-difluoro-2-oxo-1-oxa-3-azaspiro[4.5]decan-7-yl)methyl)-1H-benzo[d]imidazole-6-carbonitrile